OC=1C=C(C=CC1O)C1C(C2(N(C1)C)C(NC1=CC=CC=C12)=O)C(=O)C1=C(C#N)C=CC=C1 (4'-(3,4-dihydroxyphenyl)-1'-methyl-2-oxospiro[indoline-3,2'-pyrrolidine]-3'-carbonyl)benzonitrile